4-amino-7-(bicyclo[2.1.1]hexan-1-yl)-2-oxo-1H-quinoline-3-carboxylic acid NC1=C(C(NC2=CC(=CC=C12)C12CCC(C1)C2)=O)C(=O)O